4-chloro-1-((2-(trimethylsilyl)ethoxy)methyl)-1H-pyrrole ClC=1C=CN(C1)COCC[Si](C)(C)C